5-((trimethylsilyl)ethynyl)furan-2-carbaldehyde C[Si](C)(C)C#CC1=CC=C(O1)C=O